C(C)(C)(C)OC(=O)N1CC2(C1)CCC(CC2)C(=O)N2CCN(CC2)C(=O)OCC2=CC=CC=C2 7-[4-[(benzyloxy)carbonyl]piperazine-1-carbonyl]-2-azaspiro[3.5]nonane-2-carboxylic acid tert-butyl ester